3-chloro-2-(2-methyl-3-nitrophenyl)pyridin-4-amine ClC=1C(=NC=CC1N)C1=C(C(=CC=C1)[N+](=O)[O-])C